CC=1C=C2C=NN(C2=CC1NS(=O)(=O)C1=C(C=CC=C1)[N+](=O)[O-])C=1C=NN(C1)C N-(5-Methyl-1-(1-methyl-1H-pyrazol-4-yl)-1H-indazol-6-yl)-2-nitrobenzenesulfonamide